C(C)(C)C1=C(C=C(C=C1)C)N1/C(/SCC1=O)=N/C(=O)NC1=CC=C(C=C1)N1N=C(C(=C1)C1=C(C(=O)NC)C=CC(=C1)OC(F)(F)F)C [1-[4-[[(Z)-[3-(2-isopropyl-5-methyl-phenyl)-4-oxo-thiazolidine-2-ylidene]carbamoyl]amino]phenyl]-3-methyl-pyrazol-4-yl]-N-methyl-4-(trifluoromethoxy)benzamide